CC1=C(C(=O)N2CCC(CC2)C2=CC=C(C#N)C=C2)C=C(C(=C1)C)C1=NN=C(N1)NC1COCC1 4-(1-(2,4-dimethyl-5-(5-((tetrahydrofuran-3-yl)amino)-4H-1,2,4-triazol-3-yl)benzoyl)piperidin-4-yl)benzonitrile